FC1=CC(=C(C(=O)NC2=C(C=C(C(=C2)C=2C=NC(=NC2)N2CCN(CC2)C)F)N2C[C@H](N([C@H](C2)C)C)C)C=C1)C(F)(F)F 4-fluoro-N-[4-fluoro-5-[2-(4-methylpiperazin-1-yl)pyrimidin-5-yl]-2-[(3R,5S)-3,4,5-trimethylpiperazin-1-yl]phenyl]-2-(trifluoromethyl)benzamide